C(C=C)(=O)O.C(C=C)(=O)O.C(C=C)(=O)O.C(C=C)(=O)O.C=CC(C)=C isoprene tetraacrylate